C1(CC1)C1=NC(=NC(=C1)N1N=CC(=C1)C(F)(F)F)CC1=NC(=NC=C1)C(F)(F)F 4-cyclopropyl-6-[4-(trifluoromethyl)pyrazol-1-yl]-2-[[2-(trifluoromethyl)pyrimidin-4-yl]methyl]pyrimidine